NC=1N=C(C2=C(N1)C=CN2CC2=C(C=C(C=C2)COCCOCCOCC(=O)O)OC)NCCCCC 2-(2-{2-[(4-{[2-amino-4-(pentylamino)-5H-pyrrolo[3,2-d]pyrimidin-5-yl]methyl}-3-methoxyphenyl)methoxy]ethoxy}ethoxy)acetic acid